ClC1=CC=C2C=CNC2=C1OCC(F)F 6-chloro-7-(2,2-difluoroethoxy)-1H-indole